NCC=1C=CC(=NC1C)C1=C(C=C(C#N)C=C1)OC1=CC(=NC(=C1)N1CCOCC1)C 4-[5-(aminomethyl)-6-methylpyridin-2-yl]-3-(2-methyl-6-morpholin-4-ylpyridin-4-yl)oxybenzonitrile